2-(non-6-en-1-yloxy)benzaldehyde C(CCCCC=CCC)OC1=C(C=O)C=CC=C1